pent-4-en-1-yl 4-((1,1'-biphenyl)-4-yl)-4-oxobutanoate C1(=CC=C(C=C1)C(CCC(=O)OCCCC=C)=O)C1=CC=CC=C1